BrC1=CC(=C(C=C1)C1=C(C=CC(=C1)Cl)[N+](=O)[O-])C 4-bromo-5'-chloro-2-methyl-2'-nitro-1,1'-biphenyl